3-(5-isopropoxy-pyridin-2-yl)-N-(3-methyl-pyridin-2-yl)-1,2,4-oxadiazol-5-amine C(C)(C)OC=1C=CC(=NC1)C1=NOC(=N1)NC1=NC=CC=C1C